5-(4-bromo-1H-imidazol-1-yl)-2-fluoro-4-methylbenzoic acid BrC=1N=CN(C1)C=1C(=CC(=C(C(=O)O)C1)F)C